ClCCCCCCOCCOCCOCCOCCNC([C@H](CSC(C1=CC=CC=C1)(C1=CC=CC=C1)C1=CC=CC=C1)NC(OC(C)(C)C)=O)=O tert-Butyl (R)-(24-chloro-5-oxo-1,1,1-triphenyl-9,12,15,18-tetraoxa-2-thia-6-azatetracosan-4-yl)carbamate